ON(C=O)C[C@@H](CC(=O)N1CC2(CC2)C[C@H]1C(=O)NC=1SC=CN1)CCCC (S)-5-((R)-2-((N-hydroxyformamido)methyl)hexylcarbonyl)-N-(thiazol-2-yl)-5-azaspiro[2.4]heptane-6-amide